ClC=1C=C(C=CC1Cl)C=1N=C(SC1SC(C)C)N1N=C(C(=C1C(=O)O)C1=CC=C(C=C1)CO)C 1-(4-(3,4-dichlorophenyl)-5-(isopropylthio)thiazol-2-yl)-4-(4-(hydroxymethyl)phenyl)-3-methyl-1H-pyrazole-5-carboxylic acid